CC1C(C2=CC=CC=C2C1=O)=O 2-methyl-2,3-dihydro-1H-indene-1,3-dione